(3S)-4-amino-N-(2-(cis-3-hydroxycyclobutyl)ethyl)-3-methyl-N-((5-(trifluoromethyl)-2-pyridinyl)methyl)-1,3-dihydrofuro[3,4-c]quinoline-8-carboxamide NC1=NC=2C=CC(=CC2C2=C1[C@@H](OC2)C)C(=O)N(CC2=NC=C(C=C2)C(F)(F)F)CC[C@@H]2C[C@@H](C2)O